Hexanedioic acid, bis(2-ethylhexyl) ester C(CCCCC(=O)OCC(CCCC)CC)(=O)OCC(CCCC)CC